C(C1=CC=CC=C1)NC1=CC=CC=C1 (E)-N-benzylaniline